[4-[2-[4-[4-(2,6-dioxo-3-piperidyl)phenyl]piperazin-1-yl]ethyl]cyclohexyl]carbamate O=C1NC(CCC1C1=CC=C(C=C1)N1CCN(CC1)CCC1CCC(CC1)NC([O-])=O)=O